methylsulfonylmethane CS(=O)(=O)C